FC1=C(C(=CC=C1)O)C=1C=CC2=CN(N=C2C1)C1=CN(C=C1)C(C=C)=O 1-(3-(6-(2-fluoro-6-hydroxyphenyl)-2H-indazol-2-yl)pyrrol-1-yl)prop-2-en-1-one